(N-(3-(3-benzyl-4-oxo-3,4-dihydrophthalazin-1-yl)benzyl)sulfamoyl)carbamic acid tert-butyl ester C(C)(C)(C)OC(NS(NCC1=CC(=CC=C1)C1=NN(C(C2=CC=CC=C12)=O)CC1=CC=CC=C1)(=O)=O)=O